ammonium chromate salt [Cr](=O)(=O)([O-])[O-].[NH4+].[NH4+]